tert-butyl N-[(3S,4S)-1-[2-chloro-5-[1-(difluoromethyl)pyrazol-4-yl]-4-pyridyl]-3-fluoro-4-piperidyl]carbamate ClC1=NC=C(C(=C1)N1C[C@@H]([C@H](CC1)NC(OC(C)(C)C)=O)F)C=1C=NN(C1)C(F)F